CN1N=NC(=C1)[C@H]1N[C@H](CC([C@@H]1C(=O)OC(C)(C)C)=O)C1=CC=CC=C1 tert-butyl (2S,3R,6R)-2-(1-methyltriazol-4-yl)-4-oxo-6-phenylpiperidine-3-carboxylate